C1(=CC=CC=C1)C(=CCCO)C1=CC=CC=C1 4,4-diphenyl-3-butene-1-ol